bromo-1,3,5-trimethylpyrazole BrC=1C(=NN(C1C)C)C